C1=CC=C(C2=CC=CC=C12)C(=O)O Naphthalene-4-carboxylic acid